3-(pentacosa-10,12-diynamido)propyl-imidazolium bromide [Br-].C(CCCCCCCCC#CC#CCCCCCCCCCCCC)(=O)NCCCC=1NC=C[NH+]1